5-methyl-isobenzofuran-1,3-dione CC=1C=C2C(OC(C2=CC1)=O)=O